3-isopropyl-1-methyl-1H-pyrazole-5-carboxylic acid C(C)(C)C1=NN(C(=C1)C(=O)O)C